tert-Butyl-{3-[{(1R)-1-[1-benzyl-4-(2,5-difluorophenyl)-1H-imidazol-2-yl]-2,2-dimethylpropyl} (glycoloyl)amino]-2-(sulfanylmethyl)propyl}carbamate C(C)(C)(C)OC(NCC(CN(C(CO)=O)[C@H](C(C)(C)C)C=1N(C=C(N1)C1=C(C=CC(=C1)F)F)CC1=CC=CC=C1)CS)=O